B1=BC=CC=C1 borborin